N[C@H](C(=O)O)CC1=C(C=CC(=C1)I)C (2S)-2-amino-3-(5-iodo-2-methylphenyl)propionic acid